2-(1-((1-(2-ethoxy-2-oxoethyl)cyclopropyl)methyl)-1H-pyrrol-3-yl)-2-oxoacetic acid ethyl ester C(C)OC(C(=O)C1=CN(C=C1)CC1(CC1)CC(=O)OCC)=O